C(C)(C)N(C)C(C)(C)C N-isopropyl-tert-butylmethylamine